ClC=1C=C(C=NC1)CN1CN(C2=NC=C(C=C21)C=2C=C(C=CC2)C)C 1-[(5-Chloro-3-pyridyl)methyl]-3-methyl-6-(m-tolyl)imidazo[4,5-b]pyridin